methyl-5-(((3s,5r)-3-methyl-5-(4-methyl-1-oxo-1,3-dihydroisobenzofuran-5-yl)piperazin-1-yl)methyl)-[2,3'-bipyridin]-6'(1'h)-one CC=1C(=NC=C(C1)CN1C[C@@H](N[C@@H](C1)C=1C(=C2COC(C2=CC1)=O)C)C)C1=CNC(C=C1)=O